ClC=1C(=NC(=NC1)NC1=C(C=C2CCN(CC2=C1)C)OC)N1C[C@](C2=CC=C(C=C12)F)(C)CC(=O)O (R)-2-(1-(5-chloro-2-((6-methoxy-2-methyl-1,2,3,4-tetrahydroisoquinolin-7-yl)amino)pyrimidin-4-yl)-6-fluoro-3-methylindolin-3-yl)acetic acid